bis-[4-(3-aminophenoxy) phenyl] sulfone NC=1C=C(OC2=CC=C(C=C2)S(=O)(=O)C2=CC=C(C=C2)OC2=CC(=CC=C2)N)C=CC1